1-((S)-4-Bromo-5-chloro-2-phenyl-2,3-dihydrobenzofuran-2-yl)ethan-1-amine hydrochloride salt Cl.BrC1=C(C=CC2=C1C[C@](O2)(C2=CC=CC=C2)C(C)N)Cl